5-(2-chlorobenzyl)-3-cyclopropyl-4-oxo-4,5,6,7-tetrahydropyrazolo[1,5-a]pyrazine-2-carboxylic acid (5-ethyl[1,3,4]thiadiazol-2-yl)amide C(C)C1=NN=C(S1)NC(=O)C1=NN2C(C(N(CC2)CC2=C(C=CC=C2)Cl)=O)=C1C1CC1